CC1CC(CC(C1)N)N1CCN(CC1)C1CC(CC(C1)N)C 1,4-bis(3-methyl-5-aminocyclohexyl)piperazine